CN(CC#CC(=O)N1C[C@H](CC1)C(=O)N([C@@H](C(C)C)C(=O)OC(C)(C)C)C)C tert-butyl N-((S)-1-(4-(dimethylamino)but-2-ynoyl)pyrrolidine-3-carbonyl)-N-methyl-L-valinate